methyl 2,5-dioxo-5,6,7,8-tetrahydro-2H-chromene-3-carboxylate O=C1OC=2CCCC(C2C=C1C(=O)OC)=O